COC1=CC(=CC2=C1OC(CO2)C=2C=NC(=CC2)OC)CN2C=NC=1C2=NC=C(C1)C=1C=NN(C1)C 3-((8-methoxy-2-(6-methoxypyridin-3-yl)-2,3-dihydrobenzo[b][1,4]dioxin-6-yl)methyl)-6-(1-methyl-1H-pyrazol-4-yl)-3H-imidazo[4,5-b]pyridine